CC(C(=O)O)(C)C1CN(CCC1)C([C@@H](C)OC1=CC=C2C(=CC=NC2=C1)C1=C(C=C(C=C1C)F)C)=O |r| 2-methyl-2-[1-[rac-(2R)-2-[[4-(4-fluoro-2,6-dimethyl-phenyl)-7-quinolyl]oxy]propanoyl]-3-piperidyl]propanoic acid